2-(4-(2-ethyl-3-((4-(4-fluorophenyl)thiazol-2-yl)(methyl)amino)-8-methylimidazo[1,2-a]pyridin-6-yl)piperazin-1-yl)-1-(3-hydroxyazetidin-1-yl)ethanone C(C)C=1N=C2N(C=C(C=C2C)N2CCN(CC2)CC(=O)N2CC(C2)O)C1N(C)C=1SC=C(N1)C1=CC=C(C=C1)F